2-hydroxy-4-(3,7-dimethyl-10H-phenothiazin-10-yl)benzaldehyde OC1=C(C=O)C=CC(=C1)N1C2=CC=C(C=C2SC=2C=C(C=CC12)C)C